CN(CCN(C1=C(C=C(C=C1)NC1=NC=C(C(=N1)C1=CNC2=CC=CC(=C12)F)C(F)(F)F)NC(C)=O)CC)C N-(2-((2-(dimethylamino)ethyl)(ethyl)amino)-5-((4-(4-fluoro-1H-indol-3-yl)-5-(trifluoromethyl)pyrimidin-2-yl)amino)phenyl)acetamide